ClC(=CC[Pd-]=C1N(C=CN1C1=C(C=CC=C1C(C)C)C(C)C)C1=C(C=CC=C1C(C)C)C(C)C)C1=CC=CC=C1 chlorophenyl-allyl-[1,3-bis(2,6-diisopropylphenyl)imidazol-2-ylidene]palladium (II)